4-bromo-6,7-dichloro-3-(1-(tetrahydro-2H-pyran-2-yl)-1H-pyrazol-4-yl)-1-((2-(trimethylsilyl)ethoxy)methyl)-1H-indole BrC1=C2C(=CN(C2=C(C(=C1)Cl)Cl)COCC[Si](C)(C)C)C=1C=NN(C1)C1OCCCC1